OCCC=1C=C2C(N=CS2)=C(C1)O 6-(2-hydroxyethyl)benzo[d]thiazol-4-ol